ClC1=CC=C(C=C1)C1OC(=C(C1=O)OS(=O)(=O)C(C)C)N 2-(4-chlorophenyl)-4-[[2-propylsulfonyl]oxy]-5-amino-3(2H)-furanone